CC=1N(C(=CC1)C)C=1N(C2=C(N1)C=C(C=C2C#N)C(=C)C=2C=NC=CC2)C 2-(2,5-dimethylpyrrol-1-yl)-3-methyl-6-[1-(3-pyridyl)vinyl]benzimidazole-4-carbonitrile